2-((2-chlorophenyl)amino)-4-(trifluoromethyl)benzonitrile ClC1=C(C=CC=C1)NC1=C(C#N)C=CC(=C1)C(F)(F)F